CC(CC(C)C)N(C1=CC=C(C=C1)N)C1=CC=CC=C1 N-(1,3-dimethyl-butyl)-N-phenyl-p-phenylenediamine